FC=1C(=NC=C(C(=O)OC)C1)C methyl 5-fluoro-6-methylnicotinate